2-(3-methylbutanoyl)-5-hydroxyoxazole CC(CC(=O)C=1OC(=CN1)O)C